3-(2-(1-amino-1,3-dihydro-spiro[indene-2,4'-piperidin]-1'-yl)-1-methyl-6-oxo-1,6-dihydropyrimidin-5-yl)propan NC1C2=CC=CC=C2CC12CCN(CC2)C=2N(C(C(=CN2)CCC)=O)C